CC1(C2=C(CN(CC1)CC(=O)N1CCOCC1)C=C(C=C2)C2=CC=C(C=C2)C(F)(F)F)C 2-(5,5-dimethyl-8-(4-(trifluoromethyl)phenyl)-1,3,4,5-tetrahydro-2H-benzo[c]azepin-2-yl)-1-morpholinoethan-1-one